C1(CC1)C1=NC=CC=C1B1OC(C(O1)(C)C)(C)C 2-cyclopropyl-3-(4,4,5,5-tetramethyl-1,3,2-dioxaborolan-2-yl)pyridine